C(C=C)[C@]1([C@H](N(C[C@@H]1O)C(=O)OC(C)(C)C)C(=O)OC)F 1-(tert-butyl) 2-methyl (2R,3R,4S)-3-allyl-3-fluoro-4-hydroxypyrrolidine-1,2-dicarboxylate